CCCCCCCCCCCCC[C@H](CC(=O)SCCNC(=O)CCNC(=O)[C@@H](C(C)(C)COP(=O)([O-])OP(=O)([O-])OC[C@@H]1[C@H]([C@H]([C@@H](O1)N2C=NC3=C(N=CN=C32)N)O)OP(=O)([O-])[O-])O)O The molecule is a 3-hydroxy fatty acyl-CoA(4-) obtained by deprotonation of the phosphate and diphosphate OH groups of (R)-3-hydroxypalmitoyl-CoA. It is a (R)-3-hydroxyacyl-CoA(4-), a 3-hydroxy fatty acyl-CoA(4-) and an 11,12-saturated fatty acyl-CoA(4-). It is a conjugate base of a (R)-3-hydroxypalmitoyl-CoA.